(S)-2-((4-(6-((4-Chloro-2-fluorobenzyl)oxy)pyridin-2-yl)piperidin-1-yl)methyl)-4-methoxy-1-(oxetan-2-ylmethyl)-6-(1H-tetrazol-5-yl)-1H-benzo[d]imidazole ClC1=CC(=C(COC2=CC=CC(=N2)C2CCN(CC2)CC2=NC3=C(N2C[C@H]2OCC2)C=C(C=C3OC)C3=NN=NN3)C=C1)F